1,3,4,5-hexanetetrol C(CC(C(C(C)O)O)O)O